FC1=C(C=CC=2OCOC21)C=2C=C1C(=NC2)N(N=C1NC(=O)C=1C=NC=NC1)CCC(C)(C)O N-(5-(4-fluorobenzo[d][1,3]dioxol-5-yl)-1-(3-hydroxy-3-methylbutyl)-1H-pyrazolo[3,4-b]pyridin-3-yl)pyrimidine-5-carboxamide